dibenzylamino-ε-caprolactam C(C1=CC=CC=C1)N(CC1=CC=CC=C1)C1C(=O)NCCCC1